CN1C=CC2=C1C(N(C=C2C2=C(C=CC(=C2)C(C)(C)O)OC=2C=NC(=CC2)CC2CCNCC2)C)=O methyl-4-[5-(1-hydroxy-1-methyl-ethyl)-2-[[6-(4-piperidylmethyl)-3-pyridyl]oxy]phenyl]-6-methyl-1H-pyrrolo[2,3-c]pyridin-7-one